NCC1=CC=C(C=C1)S(=O)(=O)[O-] p-aminomethyl-benzenesulfonate